3-{2-[(2R,6R)-2,6-dimethylmorpholin-4-yl]ethyl}-6-{[2-(1-methylpyrazol-4-yl)-4-pyridyl]oxy}quinazolin-4-one C[C@@H]1CN(C[C@H](O1)C)CCN1C=NC2=CC=C(C=C2C1=O)OC1=CC(=NC=C1)C=1C=NN(C1)C